O=C1NC(CCC1N1C(C2=CC=CC(=C2C1=O)NCCOCCNC(CN1CCN(CC1)C1=CC=C(C=C1)C1=NNC2=C1N=C(N=C2)C2=C(C=CC=C2OC)F)=O)=O)=O N-(2-(2-((2-(2,6-Dioxopiperidin-3-yl)-1,3-dioxoisoindolin-4-yl)amino)ethoxy)ethyl)-2-(4-(4-(5-(2-Fluoro-6-methoxyphenyl)-1H-pyrazolo[4,3-d]pyrimidin-3-yl)phenyl)piperazin-1-yl)acetamid